2-((1-(3-(difluoromethoxy)phenyl)-5-isobutyl-1H-pyrazol-3-yl)amino)-5-(thiophen-2-yl)nicotinic acid FC(OC=1C=C(C=CC1)N1N=C(C=C1CC(C)C)NC1=C(C(=O)O)C=C(C=N1)C=1SC=CC1)F